(2-(3,3-Dimethylmorpholino)quinolin-6-yl)methanol CC1(COCCN1C1=NC2=CC=C(C=C2C=C1)CO)C